tris(2-propenoxy)silane C(C=C)O[SiH](OCC=C)OCC=C